C(C)(C)C1=CC=C(CC(C=O)C)C=C1 p-isopropyl-α-methylhydrocinnamaldehyde